trinonyltrimellitate C(CCCCCCCC)C=1C(=C(C(=C(C1C(=O)[O-])C(=O)[O-])CCCCCCCCC)C(=O)[O-])CCCCCCCCC